ClC=1C=CC(=NC1)OC1=C(C=C(C=C1)NC(=O)NC(=O)C1CC(C1)OC)C N-((4-((5-chloropyridin-2-yl)oxy)-3-methylphenyl)carbamoyl)-3-methoxycyclobutane-1-carboxamide